N-octadecenyl-2-(3-methoxy-4-benzyloxyphenyl)-7-methoxy-3,5-dibenzyloxyquinolin-4-one C(=CCCCCCCCCCCCCCCCC)N1C(=C(C(C2=C(C=C(C=C12)OC)OCC1=CC=CC=C1)=O)OCC1=CC=CC=C1)C1=CC(=C(C=C1)OCC1=CC=CC=C1)OC